(8E,10E,12Z)-octadeca-8,10,12-trienoic acid C(CCCCCC\C=C\C=C\C=C/CCCCC)(=O)O